C(CCC(C)(C)C)(=O)OC1=C(C=CC=C1)C(C)C isopropylphenyl neoheptanoate